ClC=1C2=C(N=CN1)N(C=C2C=NO)C(C)C (5E)-4-chloro-7-isopropyl-pyrrolo[2,3-d]pyrimidine-5-carbaldehyde oxime